C1(C(C(C(C1)C(=O)O)C(=O)O)C(=O)O)C(=O)O 1,2,3,4-cyclopentanetetracarboxylic acid